FC=1C=CC2=C(OCCN2C2C(NC(CC2)=O)=O)C1N1CCC(CC1)NC 3-(7-fluoro-8-(4-(methylamino)piperidin-1-yl)-2,3-dihydro-4H-benzo[b][1,4]oxazin-4-yl)piperidine-2,6-dione